C1(CC1)C=1C(=CC(=C(C(=O)NS(=O)(=O)C)C1)F)COCC1(CCN(CC1)C(C1=CC(=C(C=C1)Cl)Cl)=O)F 5-cyclopropyl-4-(((1-(3,4-dichlorobenzoyl)-4-fluoropiperidin-4-yl)methoxy)methyl)-2-fluoro-N-(methylsulfonyl)benzamide